C(C1=CC=CC=C1)(=O)NC1=NC(N([C@H]2C[C@H](OCSSCC)[C@@H](CO[Si](C)(C)C(C)(C)C)O2)C=C1)=O N4-Benzoyl-3'-O-(ethyldithiomethyl)-5'-O-(tert-butyldimethylsilyl)-2'-deoxycytidine